(3-bromo-6-chloro-2,5-difluorophenyl)methanol BrC=1C(=C(C(=C(C1)F)Cl)CO)F